ClC=1C=C(C=CC1)NC(N(C)C1=CC=2OC(C(=CC2S1)C(=O)OC)=O)=O methyl 2-(3-(3-chlorophenyl)-1-methylureido)-5-oxo-5H-thieno[3,2-b]pyran-6-carboxylate